ClC=1C=CC=C2C=CC=C(C12)C1=C(C=2N=C(N=C(C2C=N1)N([C@H]1CNCC1)C)OC[C@H]1N(CCC1)C)F 7-(8-chloronaphthalen-1-yl)-8-fluoro-N-methyl-2-(((S)-1-methylpyrrolidin-2-yl)methoxy)-N-((R)-pyrrolidin-3-yl)pyrido[4,3-d]pyrimidin-4-amine